benzyl (2S,3R)-3-[tert-butoxycarbonyl(methyl)amino]-2-methyl-pyrrolidine-1-carboxylate C(C)(C)(C)OC(=O)N([C@H]1[C@@H](N(CC1)C(=O)OCC1=CC=CC=C1)C)C